(E)-(6-(2-(1,3-dioxan-2-yl)vinyl)-2-(4-(1H-pyrazol-1-yl)phenyl)pyrimidine-4-yl)(4-(methylsulfonyl)piperazin-1-yl)methanone O1C(OCCC1)/C=C/C1=CC(=NC(=N1)C1=CC=C(C=C1)N1N=CC=C1)C(=O)N1CCN(CC1)S(=O)(=O)C